N1=C(C=CC=C1)[C@H](C)OC1=C(C#N)C=CN=C1 (S)-3-(1-(pyridin-2-yl)ethoxy)isonicotinonitrile